3,4-dichlorophenyl 3-azido-3-deoxy-1-thio-α-D-galactopyranoside N(=[N+]=[N-])[C@@H]1[C@H]([C@@H](SC2=CC(=C(C=C2)Cl)Cl)O[C@@H]([C@@H]1O)CO)O